CC=1OC(=CC1C(=O)NC1=NC(=NS1)CN(CC)CC)C1=CC(=CC=C1)C(F)(F)F 2-Methyl-5-(3-(trifluoromethyl)phenyl)-N-(3-((diethylamino)methyl)-1,2,4-thiadiazol-5-yl)furan-3-Carboxamide